BrC=1C=C(C(=O)O)C(=CN1)Cl 2-bromo-5-chloroisonicotinic acid